N-(2-(3-((2-(4-hydroxy-4-methylpiperidin-1-yl)pyrimidin-4-yl)amino)-8-((2R,3S)-3-(N-isopropylmethylsulfonamido)-2-methylazetidin-1-yl)isoquinolin-5-yl)propan-2-yl)acrylamide OC1(CCN(CC1)C1=NC=CC(=N1)NC=1N=CC2=C(C=CC(=C2C1)C(C)(C)NC(C=C)=O)N1[C@@H]([C@H](C1)N(S(=O)(=O)C)C(C)C)C)C